FC(CN1N=C(C=C1)C1=CN=CC(=N1)N1CC2(CN(C2)C2=NC(=NC(=C2)C(F)(F)F)C)CC1)F 6-(6-(1-(2,2-difluoroethyl)-1H-pyrazol-3-yl)pyrazin-2-yl)-2-(2-methyl-6-(trifluoromethyl)pyrimidin-4-yl)-2,6-diazaspiro[3.4]octane